FC(C(=O)N[C@@H]1[C@H](N(C(C1)=O)C=1C=C2C=NN(C2=CC1)C1=CN(C(C=C1)=O)C)C1=CC(=NC=C1)OC)(C)F 2,2-difluoro-N-[(2R,3S)-2-(2-methoxy-4-pyridyl)-1-[1-(1-methyl-6-oxo-3-pyridyl)indazol-5-yl]-5-oxo-pyrrolidin-3-yl]propanamide